CN1C=CC2=CC(=CC=C12)CCC1=CC=CC=C1 1-(N-methylindol-5-yl)-2-phenylethane